2-Hexyldecyl 8-(5-(dimethylamino)-N-(8-((2-hexyldecyl)oxy)-8-oxooctyl)pentanamido)-octadecenoate CN(CCCCC(=O)N(CCCCCCCC(=O)OCC(CCCCCCCC)CCCCCC)C(CCCCC=CC(=O)OCC(CCCCCCCC)CCCCCC)CCCCCCCCCC)C